ClCC1=CC=C(CN2C(=NC=3C2=C2C(=NC3N)C=CS2)COCC)C=C1 1-(4-(chloromethyl)benzyl)-2-(ethoxymethyl)-1H-imidazo[4,5-d]thieno[3,2-b]pyridin-4-amine